N[C@H]1C[C@@H](CN(C1)C1=NN2C(S1)=NC=C2C2=C(C=C(C=C2)F)OC)O (3s,5s)-5-amino-1-(5-(4-fluoro-2-methoxyphenyl)imidazo[2,1-b][1,3,4]thiadiazol-2-yl)piperidin-3-ol